1-[(2R,3R)-3-(3-Aminobutoxy)-2-(2-chloro-5-fluoro-3-methyl-phenyl)pyrrolidin-1-yl]-2-[3-cyclopropyl-5-(trifluoromethyl)pyrazol-1-yl]ethanone hydrochloride Cl.NC(CCO[C@H]1[C@H](N(CC1)C(CN1N=C(C=C1C(F)(F)F)C1CC1)=O)C1=C(C(=CC(=C1)F)C)Cl)C